Ethyl 3-(3-(3-(3-(((6-fluoro-5-(4-fluoro-3-(1H-pyrazol-3-yl)phenoxy)-1-tosyl-1H-indol-4-yl)methyl)thio)-2,2-dimethylpropoxy)-1-hydroxypropyl)phenyl)propanoate FC1=C(C(=C2C=CN(C2=C1)S(=O)(=O)C1=CC=C(C)C=C1)CSCC(COCCC(O)C=1C=C(C=CC1)CCC(=O)OCC)(C)C)OC1=CC(=C(C=C1)F)C1=NNC=C1